C(C)(C)(C)OC(=O)NC/C=C(\C(=O)OCC)/F (E)-ethyl 4-(tert-butoxycarbonylamino)-2-fluorobut-2-enoate